2-(p-methoxyanilino)-2-oxoacetic acid COC1=CC=C(NC(C(=O)O)=O)C=C1